BrC1=C(C(=CC=C1)Cl)NC(=O)C=1C(=NC(=NC1)NC1=CC(=C(C=C1)N1CCC(CC1)N(C)C)C)OC N-(2-bromo-6-chlorophenyl)-2-((4-(4-(dimethylamino)piperidin-1-yl)-3-methylphenyl)amino)-4-methoxypyrimidine-5-carboxamide